6-((2-((4-(2,4-dichlorophenyl)-5-(4-methyl-1H-imidazol-2-yl)pyrimidin-2-yl)amino)ethyl)amino)nicotinonitrile ClC1=C(C=CC(=C1)Cl)C1=NC(=NC=C1C=1NC=C(N1)C)NCCNC1=NC=C(C#N)C=C1